[3-[(1S,4aS,8aS)-5,5,8a-trimethyl-2-methylene-decalin-1-yl]-1-methyl-propyl] formate C(=O)OC(CC[C@H]1C(CC[C@H]2C(CCC[C@]12C)(C)C)=C)C